(R/S)-tert-butyl 6-((5-(trifluoromethyl)pyrazin-2-yl)amino)-2-azabicyclo[2.2.2]octane-2-carboxylate FC(C=1N=CC(=NC1)NC1CC2CN([C@@H]1CC2)C(=O)OC(C)(C)C)(F)F |r|